FC(C1NN(C2C3(C4C(C(C12)(O3)C3=CC=CC=C3)C(NN4C4=CC=C(C=C4)C)C(F)F)O)C4=CC=C(C=C4)C)F 3,5-bis(difluoromethyl)-4-phenyl-1,7-bis(p-tolyl)-hexahydro-4,8-epoxypyrazolo[4,3-f]indazol-8-ol